3-[6-[(2-chloro-3-cyano-4-pyridinyl)amino]-3-methyl-2-oxo-benzoimidazol-1-yl]-2-methyl-propionic acid methyl ester COC(C(CN1C(N(C2=C1C=C(C=C2)NC2=C(C(=NC=C2)Cl)C#N)C)=O)C)=O